C(CC(O)(C(=O)OC)CC(=O)OCC)(=O)OCC diethyl methyl citrate